C(C1=CC=CC=C1)(=O)CC(=O)[N-]C(C)=O Benzoyl-Diacetylamide